FC(C=1C=C(C=CC1)NC(C1=CC=CC=C1)=O)(F)F N-(3-trifluoromethyl-phenyl)benzamide